2-methylpropanoic acid-1,3-dimethylbut-3-enyl ester CC(CC(=C)C)OC(C(C)C)=O